N-(3,3'',5,5''-tetra-t-butyl-1,1':3,1''-terphenyl-5'-yl)-N-phenyl-9,9-dimethyl-9H-fluoren-2-amine C(C)(C)(C)C1(CC(=CC(=C1)C(C)(C)C)C1=CC=CC(=C1)N(C1=CC=2C(C3=CC=CC=C3C2C=C1)(C)C)C1=CC=CC=C1)C1=CC(=CC(=C1)C(C)(C)C)C(C)(C)C